C(C)(C)(C)C1=CC=C(C=C1)C(CC1=CC=CC=C1)=O 1-(4-(Tert-butyl)phenyl)-2-phenylethan-1-one